ClC1=NC=C(C(=C1)C1=C(C=NC(=C1)C)C(=O)NC=1SC(=NN1)C1=C(C=CC=C1Cl)Cl)OC 2'-chloro-N-(5-(2,6-dichlorophenyl)-1,3,4-thiadiazol-2-yl)-5'-methoxy-6-methyl-(4,4'-bipyridine)-3-carboxamide